C1(CC1)C([C@@H](C(=O)NC1=NC(=C(C=C1)C=1C(=NNC1C(C([2H])([2H])[2H])([2H])[2H])C)F)NC(=O)C=1C(=NOC1)CC)C1CC1 N-[(1S)-1-(dicyclopropylmethyl)-2-[[6-fluoro-5-[3-methyl-5-(1,1,2,2,2-pentadeuterioethyl)-1H-pyrazol-4-yl]-2-pyridyl]amino]-2-oxo-ethyl]-3-ethyl-isoxazole-4-carboxamide